ethyl 8'-methyl-2',5'-dihydrospiro[cyclobutane-1,4'-furo[2,3-g]indazole]-7'-carboxylate CC1=C(OC=2CC3(C4=CNN=C4C21)CCC3)C(=O)OCC